C(C)(=O)C1=CC=C(OCCCC(=O)N(C)CCCCON2C(=NC=3C(=NC=4C=C(C=CC4C32)P(=O)(C)C)N)CCCC)C=C1 4-(4-acetylphenoxy)-N-(4-((4-amino-2-butyl-7-(dimethylphosphoryl)-1H-imidazo[4,5-c]quinolin-1-yl)oxy)butyl)-N-methylbutanamide